trimethyl-2-acroyloxyethylammonium chloride [Cl-].C[N+](CCOC(=O)C=C)(C)C